OC1=NC(=NC2=CC=C(C=C12)C=1C=CC(=C(C1)CC(=O)N(C)C)OC)C 2-(5-(4-hydroxy-2-methylquinazolin-6-yl)-2-methoxyphenyl)-N,N-dimethylacetamide